N-(2,6-dimethylphenyl)-4-mesitylbenzothiazol-2-amine CC1=C(C(=CC=C1)C)NC=1SC2=C(N1)C(=CC=C2)C2=C(C=C(C=C2C)C)C